BrCC(=O)N1CCN(C2=CC=CC=C12)CC(C)C 2-bromo-1-(4-isobutyl-3,4-dihydroquinoxalin-1(2H)-yl)ethanone